CO[C@@H]1CN(CCC1)CCO (S)-2-(3-methoxypiperidin-1-yl)ethan-1-ol